dioctyl phthalate tin dicaprate [O-]C(=O)CCCCCCCCC.[O-]C(=O)CCCCCCCCC.[Sn+2].C(C=1C(C(=O)OCCCCCCCC)=CC=CC1)(=O)OCCCCCCCC